NC1=NC(=NC=C1)C=1C(=NN(C1O[C@H](CCNC1=C(C=NC(=C1)Cl)C1=NC=C(C=C1F)CN1CC2(CS(C2)(=O)=O)C1)C)C)C (S)-6-((4'-((3-((4-(4-Aminopyrimidin-2-yl)-1,3-dimethyl-1H-pyrazol-5-yl)oxy)butyl)amino)-6'-chloro-3-fluoro-[2,3'-bipyridin]-5-yl)methyl)-2-thia-6-azaspiro[3.3]heptane 2,2-dioxide